(R/S)-2-(4-(4-((1-(hydroxymethyl)cyclobutyl)amino)-5-oxido-6,7-dihydrothieno[3,2-d]pyrimidin-2-yl)phenyl)-2-methylpropanoic acid OCC1(CCC1)NC=1C2=C(N=C(N1)C1=CC=C(C=C1)C(C(=O)O)(C)C)CC[S@]2=O |r|